(3S)-3,4-dimethylpiperidine-1,3-dicarboxylate C[C@]1(CN(CCC1C)C(=O)[O-])C(=O)[O-]